2-{5-ethyl-2-[(2-methoxypyridin-3-yl)oxy]phenyl}-N-(2-methylquinoline-5-sulfonyl)oxolane-2-carboxamide C(C)C=1C=CC(=C(C1)C1(OCCC1)C(=O)NS(=O)(=O)C=1C=2C=CC(=NC2C=CC1)C)OC=1C(=NC=CC1)OC